CC1(C(N[C@H](C1)C)=O)C (S)-3,3,5-Trimethyl-pyrrolidin-2-on